[Al](Cl)(Cl)Cl Aluminum trichloride